6-[4-[3-[5-(hydroxymethyl)-3-pyridinyl]isoxazolidine-2-carbonyl]-1-piperidinyl]pyrimidine-4-carboxamide TFA salt OC(=O)C(F)(F)F.OCC=1C=C(C=NC1)C1N(OCC1)C(=O)C1CCN(CC1)C1=CC(=NC=N1)C(=O)N